C(C)SC1=NN=C(S1)N(C(CSC=1NC(C2=C(N1)N(N=C2)C2=CC=CC=C2)=O)=O)C N-(5-(ethylthio)-1,3,4-thiadiazol-2-yl)-N-methyl-2-((4-oxo-1-phenyl-4,5-dihydro-1H-pyrazolo[3,4-d]pyrimidin-6-yl)thio)acetamid